methyl 8-azabicyclo[3.2.1]octane-3-carboxylate hydrochloride Cl.C12CC(CC(CC1)N2)C(=O)OC